Toluenesulfonate CC1=CC=CC=C1S(=O)(=O)[O-]